N1(N=CC=C1)CC1=C(C(=C(C#N)C(=C1)F)Cl)F 4-((1H-pyrazol-1-yl)methyl)-2-chloro-3,6-difluorobenzonitrile